N-(4-((4-((2-((2S,6R)-2,6-dimethylmorpholino)pyridin-4-yl)oxy)-2-fluorophenyl)amino)-7-ethoxyquinazolin-6-yl)acrylamide C[C@@H]1O[C@@H](CN(C1)C1=NC=CC(=C1)OC1=CC(=C(C=C1)NC1=NC=NC2=CC(=C(C=C12)NC(C=C)=O)OCC)F)C